quinoline-1-butylamine N1(CC=CC2=CC=CC=C12)CCCCN